FC1=CC(=C(C=C1)NC1=C(C(=O)NC=2C(=NC(=CC2)OC)C)C=C(C=C1)C(F)(F)F)OC 2-((4-fluoro-2-methoxyphenyl)amino)-N-(6-methoxy-2-methylpyridin-3-yl)-5-(trifluoromethyl)benzamide